(2R,3S)-4-TERT-BUTYL 1-METHYL 2-((S)-6'-CHLORO-5-(HEPT-6-EN-1-YL)-3',4,4',5-TETRAHYDRO-2H,2'H-SPIRO[BENZO[B][1,4]OXAZEPINE-3,1'-NAPHTHALEN]-7-YL)-2-HYDROXY-3-METHYLSUCCINATE ClC=1C=C2CCC[C@]3(C2=CC1)CN(C1=C(OC3)C=CC(=C1)[C@@](C(=O)OC)([C@@H](C(=O)OC(C)(C)C)C)O)CCCCCC=C